N-[(4S,5S)-7-ethyl-4-(4-fluorophenyl)-3-methyl-6-oxo-1-phenyl-1H,4H,5H,6H,7H-pyrazolo[3,4-b]pyridin-5-yl]-3-nitrobenzamide C(C)N1C2=C([C@@H]([C@@H](C1=O)NC(C1=CC(=CC=C1)[N+](=O)[O-])=O)C1=CC=C(C=C1)F)C(=NN2C2=CC=CC=C2)C